4-((1R,5S)-3,8-Diazabicyclo[3.2.1]octan-3-yl)-7-(7,8-difluoro-3-hydroxynaphthalen-1-yl)-2-((1-(morpholinomethyl)cyclopropyl)methoxy)-6-(trifluoromethyl)pyrido[3,4-d]pyrimidin-8(7H)-one [C@H]12CN(C[C@H](CC1)N2)C=2C1=C(N=C(N2)OCC2(CC2)CN2CCOCC2)C(N(C(=C1)C(F)(F)F)C1=CC(=CC2=CC=C(C(=C12)F)F)O)=O